C(C)(C)(C)OC(N[C@H]1CNC[C@H]1F)=O.C(#N)C1=CC=C(C(=O)NS(=O)(=O)C2CC2)C=C1 4-cyano-N-(cyclopropylsulfonyl)benzamide tert-butyl-N-[(3S,4R)-4-fluoropyrrolidin-3-yl]carbamate